2-(2,6-dioxopiperidine-3-yl)-5-fluoro-6-(3-(hydroxymethyl)azetidine-1-yl)isoindoline-1,3-dione O=C1NC(CCC1N1C(C2=CC(=C(C=C2C1=O)F)N1CC(C1)CO)=O)=O